NN1C(=NC(=C1C(=O)OCC)C1=CC=C(C=C1)C(NC1=NC=C(C(=C1)C)F)=O)[C@H]1N(CCCC1)C(=O)[O-] (S)-2-(1-amino-5-(ethoxycarbonyl)-4-(4-((5-fluoro-4-methylpyridin-2-yl)carbamoyl)phenyl)-1H-imidazol-2-yl)piperidine-1-carboxylate